1-(1,1,1-TRIFLUOROPROPANE-2-YL)-1H-PYRAZOLE-4-CARBOXAMIDE FC(C(C)N1N=CC(=C1)C(=O)N)(F)F